ethyl P-(4-(5-(chlorodifluoromethyl)-1,2,4-oxadiazol-3-yl)-2-fluorobenzyl)-N-(3,4-difluorophenyl)phosphonamidate ClC(C1=NC(=NO1)C1=CC(=C(CP(OCC)(=O)NC2=CC(=C(C=C2)F)F)C=C1)F)(F)F